COC1=CC=C(C=C1)CN(CC(=O)NO)CC1=CC=C(C=C1)OC 2-[bis[(4-methoxyphenyl)methyl]amino]ethane-hydroxamic acid